Nε-(tert-butoxycarbonyl)-Nα-[(9H-fluorene-9-ylmethoxy)carbonyl]-L-lysine C(C)(C)(C)OC(=O)NCCCC[C@H](NC(=O)OCC1C2=CC=CC=C2C=2C=CC=CC12)C(=O)O